O=C1[C@@H]([C@H](CC1)CC(=O)OC)CCCCC |r| methyl 2-((1RS,2RS)-3-oxo-2-pentylcyclopentyl)acetate